The molecule is an amidobenzoic acid consisting of anthranilic acid carrying an N-acetyl group. It derives from an anthranilic acid. It is a conjugate acid of a N-acetylanthranilate. CC(=O)NC1=CC=CC=C1C(=O)O